tri-tert-butyl-terpyridine C(C)(C)(C)C=1C(=C(C(=NC1)C1=NC=CC=C1C1=NC=CC=C1)C(C)(C)C)C(C)(C)C